C(CCCC(C(=O)[O-])CC(C(CC)=O)C(C)=O)C(C(=O)[O-])CC(C(CC)=O)C(C)=O butane-1,4-diylbis(4-acetyl-5-oxo-heptanoate)